ClC=1C=C2C(=NC1OC)C(=C(N2C)C2=NC(=NN2)C(COC)O)N2C=NC=C2 1-(5-(6-chloro-3-(1H-imidazol-1-yl)-5-methoxy-1-methyl-1H-pyrrolo[3,2-b]pyridin-2-yl)-1H-1,2,4-triazol-3-yl)-2-methoxy-ethan-1-ol